C(C(C)C)C=1C=CC(=C(C1)N1CCN(CC1)CC1=NOC(=N1)C)C=1N=NNN1 3-[[4-[5-isobutyl-2-(2H-tetrazol-5-yl)-phenyl]piperazin-1-yl]methyl]-5-meth-yl-1,2,4-oxadiazole